2-amino-3-methyl-imidazo[4,5-F]quinoline NC=1N(C=2C(=C3C=CC=NC3=CC2)N1)C